(1-(3,5-dichlorophenyl)-7-methoxy-8-(pyridin-2-yl)-1,4-dihydrochromeno[4,3-c]pyrazol-3-yl)(4-hydroxy-2,2-dimethylpiperidin-1-yl)methanone ClC=1C=C(C=C(C1)Cl)N1N=C(C2=C1C=1C=C(C(=CC1OC2)OC)C2=NC=CC=C2)C(=O)N2C(CC(CC2)O)(C)C